C(C)(C)(C)OC(=O)N1CC(C1)(C)CO 3-(hydroxymethyl)-3-methylazetidine-1-carboxylic acid tert-butyl ester